ClC1=C(C=C(C=C1N)C)NC1=NC=CC=C1C(F)(F)F 2-chloro-5-methyl-N1-(3-(trifluoromethyl)pyridin-2-yl)benzene-1,3-diamine